S1C2=C(NC(C1)=O)C=CC=C2 2H-benzo[b][1,4]thiazin-3(4H)-one